perfluorophenyl (P)-1-(4-bromo-2-methoxy-5-methylphenyl)-2-oxo-1,2-dihydroquinoline-6-sulfonate BrC1=CC(=C(C=C1C)N1C(C=CC2=CC(=CC=C12)S(=O)(=O)OC1=C(C(=C(C(=C1F)F)F)F)F)=O)OC